(2S,4R)-1-(2-(3-acetyl-5-(2-methylpyrimidin-5-yl)-1H-indazol-1-yl)acetyl)-N-(6-bromo-4-methoxypyridin-2-yl)-4-fluoropyrrolidine-2-carboxamide C(C)(=O)C1=NN(C2=CC=C(C=C12)C=1C=NC(=NC1)C)CC(=O)N1[C@@H](C[C@H](C1)F)C(=O)NC1=NC(=CC(=C1)OC)Br